1-acetyl-2-(3-fluoro-4-(2-morpholino-2-oxoethoxy)-benzylidene)-indolin-3-one C(C)(=O)N1C(C(C2=CC=CC=C12)=O)=CC1=CC(=C(C=C1)OCC(=O)N1CCOCC1)F